FC1=C(C(C=O)=CC(=C1)F)O 3,5-difluorosalicylaldehyde